4-(10-bromodecyl)-1,2,3-trimethoxy-5-methyl-benzene BrCCCCCCCCCCC1=C(C(=C(C=C1C)OC)OC)OC